O1C(=CC2=C1C=CC=C2)CN2N=C(C=1C(C2=O)=CSC1)CC(=O)O 2-(3-(benzofuran-2-ylmethyl)-4-oxo-3,4-dihydrothieno[3,4-d]Pyridazin-1-yl)acetic acid